1-butyl-4-(tosylethynyl)benzene [[5-[1-(2,6-difluoro-4-nitrophenyl)-1H-pyrazol-3-yl]-2-methyl-phenyl]methyl]carbamate FC1=C(C(=CC(=C1)[N+](=O)[O-])F)N1N=C(C=C1)C=1C=CC(=C(C1)CNC(O)=O)C.C(CCC)C1=CC=C(C=C1)C#CS(=O)(=O)C1=CC=C(C)C=C1